1-(prop-2-en-1-yl)-2H-indazol-3-one C(C=C)N1NC(C2=CC=CC=C12)=O